2-(hexamethyleneimino)ethanol N1(CCCCCC1)CCO